6-fluoro-N-((3R,4S)-3-fluoro-1-methylpiperidin-4-yl)-5-(1-((S)-1-fluoropropan-2-yl)-1H-benzo[d][1,2,3]triazol-6-yl)-4-methoxypyrrolo[2,1-f][1,2,4]triazin-2-amine FC=1C(=C2C(=NC(=NN2C1)N[C@@H]1[C@@H](CN(CC1)C)F)OC)C=1C=CC2=C(N(N=N2)[C@H](CF)C)C1